P-MENTHAN-3,8-DIOL C1(CC(C(CC1)C(C)(C)O)O)C